17-(3-(2-((((9H-fluoren-9-yl)methoxy)carbonyl)amino)ethoxy)propanoyl)-13,21-dioxo-4,7,10,24,27-pentaoxa-14,17,20-triazatriacontanedioic acid C1=CC=CC=2C3=CC=CC=C3C(C12)COC(=O)NCCOCCC(=O)N(CCNC(CCOCCOCCOCCC(=O)O)=O)CCNC(CCOCCOCCC(=O)O)=O